[1-[3-[5-[2-(2-amino-3-pyridyl)-5-phenyl-imidazo[4,5-b]pyridin-3-yl]-2-pyridyl]azetidin-1-yl]ethyl]benzoic acid NC1=NC=CC=C1C1=NC=2C(=NC(=CC2)C2=CC=CC=C2)N1C=1C=CC(=NC1)C1CN(C1)C(C)C1=C(C(=O)O)C=CC=C1